(methyl-d3)tert-butyl carbamate C(N)(OC(CC([2H])([2H])[2H])(C)C)=O